4-fluorophenyl isocyanate FC1=CC=C(C=C1)N=C=O